N-(p-methylphenyl)acridine CC1=CC=C(C=C1)N1C=2C=CC=CC2CC2=CC=CC=C12